4-(4-cyclohexylphenyl)-5-methyl-2-phenylpyridine C1(CCCCC1)C1=CC=C(C=C1)C1=CC(=NC=C1C)C1=CC=CC=C1